ClC1=C(OCC(CS(=O)(=O)CC)CC(=O)O)C(=CC(=C1)S(=O)(=O)C1=CC=C(C=C1)OCCCCl)Cl.NCCC(=O)NC=1SC=C(N1)[C@@H]1N(CCC1)C1=CC=CC=C1 (R)-3-amino-N-(4-(1-phenylpyrrolidin-2-yl)thiazol-2-yl)propionamide 1-(2,6-dichloro-4-((4-(3-chloropropoxy)phenyl)sulfonyl)phenoxy)-3-(ethylsulfonyl)propan-2-yl-acetate